C(C)(C)(C)[C@H]1OC[C@@](N1C(=O)OC(C)(C)C)(C)C(=O)N1CCN(CC1)C(NC1=NC(N(C=C1)C1=CC(=CC(=C1)OC(F)(F)F)C=O)=O)=O tert-butyl (2R,4S)-2-(tert-butyl)-4-(4-((1-(3-formyl-5-(trifluoromethoxy)phenyl)-2-oxo-1,2-dihydropyrimidin-4-yl)carbamoyl)piperazine-1-carbonyl)-4-methyloxazolidine-3-carboxylate